CN(C1=CC=[NH+]C=C1)C 4-dimethylaminopyridin-1-ium